C(C1=CC=CC=C1)C=1N=C2N(C(=NC=3C(=CC=C(C23)Br)F)N)C1 2-benzyl-10-bromo-7-fluoroimidazo[1,2-c]quinazolin-5-amine